N-(5-amino-3-bromo-4-(2-chloro-5-fluorobenzoyl)-2-methoxyphenyl)-2,2,2-trifluoroacetamide NC=1C(=C(C(=C(C1)NC(C(F)(F)F)=O)OC)Br)C(C1=C(C=CC(=C1)F)Cl)=O